pyrimidin-3-ol N=1CN(C=CC1)O